C(=O)(O)C1=CC=C(C=C1)C1=CC(=C2C=CC3=C(C=C(C4=CC=C1C2=C34)C3=CC=C(C=C3)C(=O)O)C3=CC=C(C=C3)C(=O)O)C3=CC=C(C=C3)C(=O)O 1,3,6,8-tetrakis(4-carboxyphenyl)pyrene